1-hydroxyethyl-2-n-dodecyl-imidazoline OC(C)N1C(=NCC1)CCCCCCCCCCCC